4'-(difluoromethyl)spiro[cyclohexane-1,1'-indene]-3-one FC(C1=C2C=CC3(C2=CC=C1)CC(CCC3)=O)F